FC(CCN1N=NC(=C1)C(=O)NCC1=NC=CC=C1F)CN1N=NC(=C1)NC(CC=1C=NC(=CC1)C)=O 1-(3-fluoro-4-{4-[2-(6-methylpyridin-3-yl)acetamido]-1H-1,2,3-triazol-1-yl}butyl)-N-[(3-fluoropyridin-2-yl)methyl]-1H-1,2,3-triazole-4-carboxamide